1-[(2r,4r)-2-methyltetrahydro-2H-pyran-4-yl]-2-(1,3-thiazol-4-ylmethyl)-8-(trifluoromethyl)-1H-imidazo[4,5-c]quinoline C[C@H]1OCC[C@H](C1)N1C(=NC=2C=NC=3C=CC(=CC3C21)C(F)(F)F)CC=2N=CSC2